P(=O)(O)(O)O[C@H]1[C@]([C@@H](O[C@@H]1CO)N1C=NC=2C(N)=NC=NC12)(O)F 2'-fLuoroadenosine-3'-phosphate